BrC1=C(N(N=C1)C)N(C(C1=CC=CC=C1)=O)C N-(4-bromo-2-methyl-pyrazol-3-yl)-N-methyl-benzamide